methyl-N-(5-formyl-2-(methylthio)pyrimidin-4-yl)-N-((3r,4s)-4-methoxytetrahydrofuran-3-yl)glycine CC(N([C@@H]1COC[C@H]1OC)C1=NC(=NC=C1C=O)SC)C(=O)O